C(C)(=O)NC1=CC=C(C=N1)C1=CN=C2N1C=C(C=C2)C(=O)N(C)C2=CC(=C(C=C2)F)OC 3-(6-acetamido-3-pyridyl)-N-(4-fluoro-3-methoxy-phenyl)-N-methyl-imidazo[1,2-a]pyridine-6-carboxamide